2-(2-amino-6-((5-ethylpyrazin-2-yl)amino)-9H-purin-9-yl)-N-(1-ethyl-3-methyl-1H-pyrazol-5-yl)acetamide NC1=NC(=C2N=CN(C2=N1)CC(=O)NC1=CC(=NN1CC)C)NC1=NC=C(N=C1)CC